C(C)(C)(C)OC(=O)O[C@@H]1[C@H]([C@H](N(C1)C(=O)OC(C)(C)C)CC1=CC=C(C=C1)OC)OC(NC=1OC(=NN1)C)=O tert-butyl (2R,3S,4S)-4-[(tert-butoxycarbonyl)oxy]-2-[(4-methoxyphenyl)methyl]-3-{[(5-methyl-1,3,4-oxadiazol-2-yl)carbamoyl]oxy}pyrrolidine-1-carboxylate